FC=1C=C(C=C(C1F)F)C=1C=C2C(=NC1)N=CN2 6-(3,4,5-trifluorophenyl)imidazo[4,5-b]pyridin